1-[4-[2-(cyclopropylmethoxy)ethyl]phenoxy]-3-(isopropylamino)propan-2-ol C1(CC1)COCCC1=CC=C(OCC(CNC(C)C)O)C=C1